ClC=1C(=CC2=C(C[C@](O2)(C2=CC=CC=C2)CNC2C[C@H](O[C@H](C2)C)C)C1C1=C(C(=O)N)C=CC(=C1F)OCCO)F 2-((2S,4S)-5-chloro-2-((((2R,4s,6S)-2,6-dimethyltetrahydro-2H-pyran-4-yl)amino)methyl)-6-fluoro-2-phenyl-2,3-dihydrobenzofuran-4-yl)-3-fluoro-4-(2-hydroxyethoxy)benzamide